N1C=C(C2=CC=CC=C12)CCOC=1C2=C(N=C(N1)C=1C(NC=CC1)=O)SC=N2 3-(7-(2-(1H-indol-3-yl)ethoxy)thiazolo[5,4-d]pyrimidin-5-yl)pyridin-2(1H)-one